P(=O)(OCC=C)(OOCC#C)F allyl (2-propyn-1-yloxy) fluorophosphate